(1s,4s)-4-(3-Chloroanilino)-2'-{[2-(pyridin-4-yl)ethyl]carbamoyl}spiro[cyclohexane-1,1'-indene]-4-carboxylic acid methyl ester COC(=O)C1(CCC2(C(=CC3=CC=CC=C23)C(NCCC2=CC=NC=C2)=O)CC1)NC1=CC(=CC=C1)Cl